C(C)N1CC(CCC1)F ethyl-3-fluoro-piperidine